OC1CN(CC1)C1=NC=CC2=CC=CC=C12 1-(3-hydroxypyrrolidin-1-yl)isoquinoline